C1(CC1)CN1C=CC2=CC=C(C=C12)NC1=CC(=NC=C1C)C 1-(cyclopropylmethyl)-N-(2,5-dimethylpyridin-4-yl)-1H-indol-6-amine